4-(4-fluorophenoxy)-[1,1'-biphenyl]-3-carboxylic acid FC1=CC=C(OC2=C(C=C(C=C2)C2=CC=CC=C2)C(=O)O)C=C1